L-3-arginyl-2,3-diaminopropionic acid-N-palmityl-N-oleyl-amide trihydrochloride Cl.Cl.Cl.C(CCCCCCCCCCCCCCC)N(C(C(C(N)C([C@@H](N)CCCNC(N)=N)=O)N)=O)CCCCCCCC\C=C/CCCCCCCC